P(O)(=O)(OP(=O)(O)OP(=O)(O)O)OC[C@@H]1[C@H]([C@H]([C@@H](O1)N1C(=O)NC(=O)C(=C1)CC(=O)O)O)O 5-carboxymethyl uridine-5'-triphosphate